isopropyl-sulfonate sodium salt [Na+].C(C)(C)S(=O)(=O)[O-]